(2-(7-fluoro-5-methoxy-1H-indol-3-yl)ethyl)carbamic acid tert-butyl ester C(C)(C)(C)OC(NCCC1=CNC2=C(C=C(C=C12)OC)F)=O